ClC1=CC2=C(N(C(N=C2N2[C@@H]3CN([C@H](C2)CC3)C(C=C)=O)=O)C=3C(=NC=CC3C)C(C)C)N=C1C1=C(C=CC=C1)F (M)-6-Chloro-7-(2-fluorophenyl)-1-(2-isopropyl-4-methyl-3-pyridyl)-4-[(1S,4S)-5-prop-2-enoyl-2,5-diaza-bicyclo[2.2.2]octan-2-yl]pyrido[2,3-d]pyrimidin-2-one